N-[(5R)-1-amino-3-methyl-5H,6H,7H-cyclopenta[c]pyridin-5-yl]-1-[(2-{3-azabicyclo[3.1.0]hex-3-yl}-4-methylpyrimidin-5-yl)methyl]-1H-1,2,3-triazole-4-carboxamide NC1=NC(=CC2=C1CC[C@H]2NC(=O)C=2N=NN(C2)CC=2C(=NC(=NC2)N2CC1CC1C2)C)C